CN(C=1C=CC(=C(C1)N1/C(/SCC1=O)=N/C(=O)NC1=CC=C(C=C1)C1=NN(C=N1)C1=CC=C(C=C1)OC(F)(F)F)C(C)C)C (Z)-1-(3-(5-(dimethylamino)-2-isopropylphenyl)-4-oxothiazolidin-2-ylidene)-3-(4-(1-(4-(trifluoromethoxy)phenyl)-1H-1,2,4-triazol-3-yl)phenyl)urea